N1(C=CC=2C=NC=CC21)CC2=CC=C(C#N)C=C2 4-((1H-pyrrolo[3,2-c]pyridin-1-yl)methyl)benzonitrile